ClC1=CC=C(C=C1)N\N=C\C1=CN(C2=CC=CC=C12)C(C)=O (E)-1-(3-((2-(4-chlorophenyl)hydrazineylidene)methyl)-1H-indol-1-yl)ethan-1-one